4-fluorophenyl perfluorobutyl-sulfonate FC(C(C(C(F)(F)F)(F)F)(F)F)(S(=O)(=O)OC1=CC=C(C=C1)F)F